FC1=C(CNC(=O)C2=CC=3C(=NC(=CC3)C=3C=NNC3C)N2)C=CC=C1 N-(2-fluorobenzyl)-6-(5-methyl-1H-pyrazol-4-yl)-1H-pyrrolo[2,3-b]pyridine-2-carboxamide